N,N-di(cis-4-tert-butylcyclohexyl)-5-(cis-4-n-butylcyclohexylcarbonylamino)isophthalamide C(C)(C)(C)[C@H]1CC[C@H](CC1)N(C(C1=CC(C(=O)N)=CC(=C1)NC(=O)[C@@H]1CC[C@@H](CC1)CCCC)=O)[C@@H]1CC[C@@H](CC1)C(C)(C)C